6-chloro-N-[5-(1,1-dideuterio-2,2-difluoro-ethyl)-4,6-dimethoxy-pyrimidin-2-yl]-1H-pyrrolo[2,3-b]pyridine-3-sulfonamide ClC1=CC=C2C(=N1)NC=C2S(=O)(=O)NC2=NC(=C(C(=N2)OC)C(C(F)F)([2H])[2H])OC